tert-butyldimethyl-(3-(methylthio)propoxy)silane C(C)(C)(C)[Si](OCCCSC)(C)C